FC1=C(C=C(C=C1C)N1N=C2C([C@@H](NCC2)C)=C1N1C(C(NC=C1)=O)=O)C (S)-1-(2-(4-fluoro-3,5-dimethylphenyl)-4-methyl-4,5,6,7-tetrahydro-2H-pyrazolo[4,3-c]pyridin-3-yl)-1,4-dihydropyrazine-2,3-dione